1-(6-((2-methyl-[1,1'-biphenyl]-3-yl)methoxy)pyridin-3-yl)-5,8,11,14,17-pentaoxa-2-azaicosan-20-amide CC1=C(C=CC=C1COC1=CC=C(C=N1)CNCCOCCOCCOCCOCCOCCC(=O)N)C1=CC=CC=C1